FC=1C=C2C3=C(NC2=C(C1)NC)N=CC(=C3N3C[C@H]1OCCN([C@H]1C3)C)C=3C=C1C(C(=CN(C1=NC3)C)C(=O)O)=O 6-[6-fluoro-8-(methylamino)-4-[(4aS,7aR)-4-methyl-2,3,4a,5,7,7a-hexahydropyrrolo[3,4-b][1,4]oxazin-6-yl]-9H-pyrido[2,3-b]indol-3-yl]-1-methyl-4-oxo-1,8-naphthyridine-3-carboxylic acid